C(C1=CC=CC=C1)OC1=C(C(=CC(=C1)C(F)F)O)C(=O)N1CC2=C(C=C(C=C2CC1)OCCN(C)C)NC (2-(Benzyloxy)-4-(difluoromethyl)-6-hydroxyphenyl)(6-(2-(dimethylamino)ethoxy)-8-(methylamino)-3,4-dihydroisoquinolin-2(1H)-yl)methanone